(E)-ethyl 3-(5-bromo-2-methoxypyridin-4-yl)acrylate BrC=1C(=CC(=NC1)OC)/C=C/C(=O)OCC